BrC=1C=C2C=CN(C(C2=CC1)=O)CC1=CC(=CC=C1)OC 6-bromo-2-(3-methoxybenzyl)-isoquinolin-1(2H)-one